C(CCCCCCC\C=C/CCCCCCCC)(=O)OC=CCCCCCCCCCC dodecenol monooleate